CC1=CC=C2C(=N1)CCN2 5-methyl-2,3-dihydro-1H-pyrrolo[3,2-b]pyridine